Benzyl 2-(1-methylcyclopropyl)propanoate CC1(CC1)C(C(=O)OCC1=CC=CC=C1)C